(S,Z)-1-((5-chloro-3'-(2-methoxyethyl)-[1,1'-biphenyl]-2-yl)sulfonyl)-4-fluoro-N-(4-(methylsulfonyl)but-3-en-2-yl)piperidine-4-carboxamide ClC=1C=CC(=C(C1)C1=CC(=CC=C1)CCOC)S(=O)(=O)N1CCC(CC1)(C(=O)N[C@@H](C)\C=C/S(=O)(=O)C)F